tert-butyl N-[2-[2-[tert-butyl (dimethyl) silyl]oxyethylamino]ethyl]-N-methyl-carbamate [Si](C)(C)(C(C)(C)C)OCCNCCN(C(OC(C)(C)C)=O)C